ClC=1C(=NC(=NC1)N1C(CN(CC1)C(=O)OC(C)(C)C)(C)C)SC tert-butyl 4-(5-chloro-4-(methylthio)pyrimidin-2-yl)-3,3-dimethylpiperazine-1-carboxylate